N[C@@](C(=O)O)(CCCCB(O)O)C1CC(C1)NCC=1C=C(C=CC1)C1=CC=C(C=C1)C(F)(F)F (S)-2-amino-6-borono-2-((1S,3R)-3-((4'-(trifluoromethyl)biphenyl-3-yl)methylamino)cyclobutyl)hexanoic acid